carbonic acid (4-nitrophenyl) eicosyl ester C(CCCCCCCCCCCCCCCCCCC)OC(OC1=CC=C(C=C1)[N+](=O)[O-])=O